3-(2-(((ethoxycarbonyl)oxy)methoxy)-2,2-diphenylacetoxy)spiro[bicyclo[3.2.1]octane-8,1'-pyrrolidin]-8-ium chloride [Cl-].C(C)OC(=O)OCOC(C(=O)OC1CC2CCC(C1)[N+]21CCCC1)(C1=CC=CC=C1)C1=CC=CC=C1